4-(6-(6-(cyclobutanecarbonyl)-3,6-diazabicyclo[3.1.1]heptan-3-yl)pyridin-3-yl)-6-(2-hydroxy-2-methylpropoxy)pyrazolo[1,5-a]pyridine-3-carbonitrile C1(CCC1)C(=O)N1C2CN(CC1C2)C2=CC=C(C=N2)C=2C=1N(C=C(C2)OCC(C)(C)O)N=CC1C#N